7-(((1H-tetrazol-5-yl)methyl)amino)-4-(o-tolyl)-2H-chromen-2-one N1N=NN=C1CNC1=CC=C2C(=CC(OC2=C1)=O)C1=C(C=CC=C1)C